C(C)N(C(C1=C(C=CC(=C1)F)OC=1C(=NC=NC1)N1CC2(C1)CCN(CC2)C[C@H]2OC[C@@H](CC2)NS(=O)(=O)C2COC2)=O)C(C)C N-ethyl-5-fluoro-N-isopropyl-2-((4-(7-(((2S,5R)-5-(oxetane-3-sulfonamido)tetrahydro-2H-pyran-2-yl)methyl)-2,7-diazaspiro[3.5]nonan-2-yl)pyrimidin-5-yl)oxy)benzamide